(2S,5R)-1-(2-fluoro-2'-methoxy-[1,1'-biphenyl]-4-carbonyl)-5-(2-fluorophenyl)pyrrolidine-2-carboxylic acid FC1=C(C=CC(=C1)C(=O)N1[C@@H](CC[C@@H]1C1=C(C=CC=C1)F)C(=O)O)C1=C(C=CC=C1)OC